N-(3-chloro-2-methylphenyl)-2-[(2-hydroxyethyl)amino]-6-({[2-(trifluoromethyl)phenyl]carbonyl}amino)-1H-benzimidazole-4-carboxamide ClC=1C(=C(C=CC1)NC(=O)C1=CC(=CC=2NC(=NC21)NCCO)NC(=O)C2=C(C=CC=C2)C(F)(F)F)C